BrC1=CC=C(C=C1)NC(=O)C1=NC=C(C(=O)O)C=C1 6-(4-bromo-phenylcarbamoyl)-nicotinic acid